C1(=CC=C(C=C1)C1=NC2=C(C(O1)=O)C=C(C=C2)Cl)C2=NC1=C(C(O2)=O)C=C(C=C1)Cl p-phenylenedi(6-chloro-4H-3,1-benzoxazin-4-one)